7-methoxy-3-[4-pentyl-2-(trifluoromethoxy)phenyl]-2H-pyrano[3,2-c]pyridin-2-one COC1=CC2=C(C=N1)C=C(C(O2)=O)C2=C(C=C(C=C2)CCCCC)OC(F)(F)F